[Pb+2].[Ag+].[Sb]([O-])([O-])([O-])=O.[Na+].[Sr+2].[Sb]([O-])([O-])([O-])=O strontium sodium antimonate silver lead